(S)-N-p-toluenesulfonyl-1-(4-fluorophenyl)-1-[2-(piperazin-1-yl)pyrimidin-5-yl]ethylamine CC1=CC=C(C=C1)S(=O)(=O)N[C@](C)(C=1C=NC(=NC1)N1CCNCC1)C1=CC=C(C=C1)F